N(=NC(C#N)(C(CC)C)C)C(C#N)(C(CC)C)C azobis(dimethyl-valeronitrile)